(3S)-1-(2-ethyl-6-(1-methyl-5-(((tetrahydro-2H-pyran-2-yl) oxy) methyl)-1H-1,2,3-triazol-4-yl) pyridin-3-yl) butyrate C(CCC)(=O)OC=1C(=NC(=CC1)C=1N=NN(C1COC1OCCCC1)C)CC